[Eu].COCCN1CCN(CC1)C1=CC=C(C=N1)C1=CC(=CC=2N(C=NC21)C)C2=CC=C(C=C2)N2CCC1(CN(C1)C1COC1)CC2 7-(4-(4-(6-(4-(2-methoxyethyl)piperazin-1-yl)pyridin-3-yl)-1-methyl-1H-benzo[d]imidazol-6-yl)phenyl)-2-(oxetan-3-yl)-2,7-diazaspiro[3.5]nonane europium